NC1=NC=C(C2=C1C(=C(N2C)C2=C(C=C(C=C2)NC(C(=C)C)=O)F)C2=CC=C(C=C2)OC2=NN(C=C2)C)C#N N-(4-(4-amino-7-cyano-1-methyl-3-(4-((1-methyl-1H-pyrazol-3-yl)oxy)phenyl)-1H-pyrrolo[3,2-c]pyridin-2-yl)-3-fluorophenyl)methacrylamide